O1C[C@@H](CC1)NC=1N=C2C(=NC1)NC=C2C2CCN(CC2)C(=O)C2=CC=C(C=C2)OC(F)(F)F [4-[2-[[(3R)-tetrahydrofuran-3-yl]amino]-5H-pyrrolo[2,3-b]pyrazin-7-yl]-1-piperidyl]-[4-(trifluoromethoxy)phenyl]methanone